tert-butyl 4-(6-chloro-5-fluoropyridin-3-yl)piperazine-1-carboxylate ClC1=C(C=C(C=N1)N1CCN(CC1)C(=O)OC(C)(C)C)F